tert-butyl ((1r,4r)-1-(pyridin-2-yl)-4-(4-((3-(trifluoromethyl)benzoyl)glycyl)hexahydropyrrolo[3,2-b]pyrrol-1(2H)-yl)cyclohexyl)carbamate N1=C(C=CC=C1)C1(CCC(CC1)N1C2C(CC1)N(CC2)C(CNC(C2=CC(=CC=C2)C(F)(F)F)=O)=O)NC(OC(C)(C)C)=O